C(=C)C1=NN(C=C1)C=1C(=C(C#N)C=CC1)C(F)(F)F (3-vinyl-1H-pyrazol-1-yl)-2-trifluoromethyl-benzonitrile